(3-aminopropyl)-4-methylpiperazine NCCCN1CCN(CC1)C